(R)-tert-Butyl 4-(2-(4-((2-cyanopropan-2-yl)amino)-2-isopropylphenoxy)ethyl)-2-methylpiperazine-1-carboxylate C(#N)C(C)(C)NC1=CC(=C(OCCN2C[C@H](N(CC2)C(=O)OC(C)(C)C)C)C=C1)C(C)C